N-(1-(difluoromethyl)cyclopropyl)-4-fluoro-2-methylbenzamide FC(C1(CC1)NC(C1=C(C=C(C=C1)F)C)=O)F